3-{4-amino-5-bromo-7-methyl-7H-pyrrolo[2,3-d]pyrimidin-6-yl}-pyrrolidine-1-carboxylic acid tert-butyl ester C(C)(C)(C)OC(=O)N1CC(CC1)C1=C(C2=C(N=CN=C2N)N1C)Br